3-(4-chlorobenzyl)-2-((4-(isoxazol-3-oxy)phenyl)amino)-5-((tetrahydro-2H-pyran-4-yl)amino)pyridin ClC1=CC=C(CC=2C(=NC=C(C2)NC2CCOCC2)NC2=CC=C(C=C2)OC2=NOC=C2)C=C1